C(C)(C)(C)OC(=O)N1C=CC2=C(C(=CC(=C12)C)OC)CN1[C@@H](CC2(CCCO2)CC1)C1=CC=C(C=C1)C(=O)OC 5-Methoxy-4-(((7S)-7-(4-(methoxycarbonyl)phenyl)-1-oxa-8-azaspiro[4.5]dec-8-yl)methyl)-7-methyl-1H-indole-1-carboxylic acid tert-butyl ester